1-pyridin-3-yl-3-[trans-(7RS,9RS)-3-cyclopropyl-5-(2-methylpropylsulfamoyl)-7-(pyridin-3-ylcarbamothioylamino)-8,9-dihydro-7H-cyclopenta[h]isoquinolin-9-yl]thiourea N1=CC(=CC=C1)NC(=S)N[C@@H]1C[C@H](C2=CC(=C3C=C(N=CC3=C21)C2CC2)S(NCC(C)C)(=O)=O)NC(NC=2C=NC=CC2)=S |r|